9-(3-hydroxypropyl)phosphabicyclo[4.2.1]nonane OCCCC1P2CCCCC1CC2